2'-chloro-5'-methoxy-6-methyl-N-[6-(2-oxopiperidin-1-yl)-[1,3]thiazolo[4,5-c]pyridin-2-yl]-[4,4'-bipyridine]-3-carboxamide ClC1=NC=C(C(=C1)C1=C(C=NC(=C1)C)C(=O)NC=1SC2=C(C=NC(=C2)N2C(CCCC2)=O)N1)OC